5-(2,8-dimethylimidazo[1,2-b]pyridazin-6-yl)-2-(4-piperidyl)-6H-pyrazolo[4,3-d]pyrimidin-7-one CC=1N=C2N(N=C(C=C2C)C=2NC(C=3C(N2)=CN(N3)C3CCNCC3)=O)C1